2-[3-(3-Chlorophenyl)-5-[2-(2-hydroxyethyl)-3,4-dihydro-1H-isoquinolin-7-yl]-4-oxo-6,7-dihydropyrazolo[4,3-c]pyridin-1-yl]acetic acid hydrochloride Cl.ClC=1C=C(C=CC1)C1=NN(C2=C1C(N(CC2)C2=CC=C1CCN(CC1=C2)CCO)=O)CC(=O)O